BrC1=CC=CC=2C=3N(C(=NC12)N[C@@H](C(=O)N)CC)N=C(N3)C3=CC=C(C=C3)OC (2R)-2-{[7-bromo-2-(4-methoxyphenyl)[1,2,4]triazolo[1,5-c]quinazolin-5-yl]amino}butanamide